[Na+].ClC(C(=O)[O-])C 2-Chloropropionic acid sodium salt